potassium naphthalamide C1(=CC=CC2=CC=CC=C12)C(=O)N.[K]